((1r,4r)-4-((4-bromophenyl)amino)cyclohexyl) carbamate C(N)(OC1CCC(CC1)NC1=CC=C(C=C1)Br)=O